2-{2-[(1S,4S)-2,5-diazabicyclo[2.2.1]heptan-2-yl]ethyl}-6,12-bis-(1H-indazol-5-yl)-9-oxa-2,4-diazatricyclo[8.4.0.0^{3,8}]tetradeca-1(10),3(8),4,6,11,13-hexaene [C@@H]12N(C[C@@H](NC1)C2)CCN2C=1C=CC(=CC1OC=1C=C(C=NC21)C=2C=C1C=NNC1=CC2)C=2C=C1C=NNC1=CC2